3-(3-Chloro-4-fluorophenyl)-1-(3,4-dimethoxyphenyl)-1-((4,5,6,7-tetrahydro-1H-indazol-3-yl)methyl)urea ClC=1C=C(C=CC1F)NC(N(CC1=NNC=2CCCCC12)C1=CC(=C(C=C1)OC)OC)=O